(4aR,8aS)-6-(3-(6-(4-Fluorophenoxy)pyridin-3-yl)azetidine-1-carbonyl)hexahydro-2H-pyrido[4,3-b][1,4]oxazin-3(4H)-one FC1=CC=C(OC2=CC=C(C=N2)C2CN(C2)C(=O)N2C[C@@H]3[C@@H](OCC(N3)=O)CC2)C=C1